2-(7-((2s,5r)-2,5-diethyl-4-(1-(1-ethyl-5-methyl-1H-imidazol-2-yl)ethyl)piperazin-1-yl)-4-methyl-5-oxo-4,5-dihydro-2H-pyrazolo[4,3-b]Pyridin-2-yl)acetonitrile C(C)[C@@H]1N(C[C@H](N(C1)C(C)C=1N(C(=CN1)C)CC)CC)C=1C=2C(N(C(C1)=O)C)=CN(N2)CC#N